2-vinyl-1,2,3,4,4a,9b-hexahydro-1,4-methanodibenzo[b,d]furan C(=C)C1C2C3C(OC4=C3C=CC=C4)C(C1)C2